6-[(3-Cyano-6-{[(1R,2R)-2-hydroxycyclohexyl]amino}imidazo[1,2-b]pyridazin-8-yl)amino]-2-(dimethylamino)-N-(2-methoxyethyl)pyridine-3-carboxamide C(#N)C1=CN=C2N1N=C(C=C2NC2=CC=C(C(=N2)N(C)C)C(=O)NCCOC)N[C@H]2[C@@H](CCCC2)O